FC(C=C(F)F)(F)F 1,1,1,3,3-pentafluoropropene